C(C1=CC=CC=C1)N1C[C@@H]2[C@](C1)(C(OC2=O)=O)C Cis-5-benzyl-3a-methyltetrahydro-1H-furo[3,4-c]pyrrole-1,3(3aH)-dione